ClC1=NC=NC=N1 (E)-6-chloro-s-triazine